CC1=NN=C2N1C(NC=C2C)=S 3,8-dimethyl-[1,2,4]triazolo[4,3-c]pyrimidine-5(6H)-thione